glycero-3-phosphorylcholine OCC(O)COP(=O)(O)OCC[N+](C)(C)C